ClC=1C=C(C=CC1F)NC(NC=1C=CC2=C(N=C(S2)NS(=O)(=O)C2=CC=C(C=C2)C)C1)=O N-(5-(3-(3-chloro-4-fluorophenyl)ureido)benzo[d]thiazol-2-yl)-4-methylbenzenesulfonamide